FC(C1=CN=CC(=N1)NC1OCCC(C1O)O)(F)F ((6-(trifluoromethyl)pyrazin-2-yl)amino)tetrahydro-2H-pyran-3,4-diol